ClC=1C(=NC(=NC1)N1[C@H](CNCC1)C)N1CC(C1)C(=O)N(C)C(C)(C)C1=CN=C2N1C=CC=C2 1-{5-chloro-2-[(2S)-2-methylpiperazin-1-yl]pyrimidin-4-yl}-N-(2-{imidazo[1,2-a]pyridin-3-yl}propan-2-yl)-N-methylazetidine-3-carboxamide